C(C)OC1=C(C=C2C(=NC=NC2=C1)NC1=C(C=CC(=C1)C=1OC=CC1)OC)NC1CCN(CC1)C(C=C)=O 1-(4-((7-ethoxy-4-((5-(furan-2-yl)-2-methoxyphenyl)amino)quinazolin-6-yl)amino)piperidin-1-yl)prop-2-en-1-one